Cl.COC1=CC=C(C=C1)/C=C/C=C/C(=O)OCCOCCN 2-(2-aminoethoxy)ethyl (2E,4E)-5-(4-methoxyphenyl)penta-2,4-dienoate hydrochloride